C(C)N1C=NC(=C1C=1C=CC=2N(C1)C(=CN2)C(=O)N)C2=CC=C(C=C2)F 6-(1-ethyl-4-(4-fluoro-phenyl)-1H-imidazol-5-yl)imidazo[1,2-a]pyridine-3-carboxamide